indium telluride [In]=[Te]